IC=1C=C2C(=NC=NC2=CC1)NC1=CC(=C(C=C1)OC1=CC2=C(N(C=N2)C)C=C1)C 6-iodo-N-(3-methyl-4-((1-methyl-1H-benzo[d]imidazol-5-yl)oxy)phenyl)quinazolin-4-amine